BrCCOCCOC=1C=C(OC2=CC=C(C=N2)C(=O)OC)C=CC1 methyl 6-[3-[2-(2-bromoethoxy)ethoxy]phenoxy]pyridine-3-carboxylate